6-(Methylthio)-1H-pyrazolo[3,4-d]pyrimidine-4-carbonitrile CSC1=NC(=C2C(=N1)NN=C2)C#N